(1-(tert-butoxycarbonyl)-5,6-dimethoxy-1H-indol-2-yl)boric acid C(C)(C)(C)OC(=O)N1C(=CC2=CC(=C(C=C12)OC)OC)OB(O)O